FC1(CCN(CC1)C(=O)C=1C=C2C(=NC1)NC=C2)F (4,4-difluoro-1-piperidinyl)-(1H-pyrrolo[2,3-b]pyridin-5-yl)methanone